3-fluoro-2-hydroxy-5-(1-(3-(1-methyl-1H-pyrazol-3-yl)phenyl)-1H-1,2,3-triazol-4-yl)benzaldehyde FC=1C(=C(C=O)C=C(C1)C=1N=NN(C1)C1=CC(=CC=C1)C1=NN(C=C1)C)O